NCC1CN(CCO1)C1=C(C=NC=2NC3=C(C=C(C(=C3C21)F)F)NC)C=2C=C(C=NC2)C#N 5-[4-[2-(aminomethyl)morpholin-4-yl]-5,6-difluoro-8-(methylamino)-9H-pyrido[2,3-b]indol-3-yl]pyridine-3-carbonitrile